C(C1=CC=CC=C1)C1N=COC1 4,5-dihydro-4-benzyloxazole